C(C(O)C)(=O)SCCNC(CCNC([C@@H](C(COP(OP(OC[C@@H]1[C@H]([C@H]([C@@H](O1)N1C=NC=2C(N)=NC=NC12)O)OP(=O)(O)O)(=O)O)(=O)O)(C)C)O)=O)=O lactoyl-coenzyme A